4-(2-((1-Cyclopropyl-1H-pyrazol-4-yl)amino)pyrimidin-4-yl)-2-fluorobenzoic Acid C1(CC1)N1N=CC(=C1)NC1=NC=CC(=N1)C1=CC(=C(C(=O)O)C=C1)F